C1N(CCC2=CC=CC=C12)C[C@H](CN1C(C2=CC=C(C=C2CC1)N1CCC(CC1)N1CCCCC1)=O)O 2-[(2R)-3-(3,4-dihydro-1H-isoquinolin-2-yl)-2-hydroxy-propyl]-6-[4-(1-piperidinyl)-1-piperidinyl]-3,4-dihydroisoquinolin-1-one